2-chlorophenetyl 2,4,6-tri-O-acetyl-3-deoxy-3-[4-(3,4,5-trifluorophenyl)-1H-1,2,3-triazol-1-yl]-1-thio-α-D-galactopyranoside C(C)(=O)O[C@H]1[C@@H](SC2=C(C=C(C=C2)OCC)Cl)O[C@@H]([C@@H]([C@@H]1N1N=NC(=C1)C1=CC(=C(C(=C1)F)F)F)OC(C)=O)COC(C)=O